OCC(NCCCNC(CO)(CO)CO)(CO)CO 1,3-bis[Tris(hydroxymethyl)methyl-amino]propane